methyl 6-((4-bromo-1H-indol-3-yl)methyl)-1-methyl-1,2,5,6-tetrahydropyridine-3-carboxylate BrC1=C2C(=CNC2=CC=C1)CC1CC=C(CN1C)C(=O)OC